5-bromo-2-methoxybenzoic acid BrC=1C=CC(=C(C(=O)O)C1)OC